N1(CCC1)N1C(CC1)=O azetidinyl-azetidinone